4,5-dichloro-N-(3-cyanophenyl)-2-(4-fluoro-2-methoxyphenoxy)benzamide ClC1=CC(=C(C(=O)NC2=CC(=CC=C2)C#N)C=C1Cl)OC1=C(C=C(C=C1)F)OC